C(C)(=O)C1=CN(C2=CC=C(C=C12)C=1C=NC(=NC1)C)CC(=O)N1[C@@H](C[C@H](C1)F)C(=O)NC=1C(=C(C=CC1)C1=C(C=CC=C1)Cl)Cl (2S,4R)-1-(2-(3-acetyl-5-(2-methylpyrimidin-5-yl)-1H-indol-1-yl)acetyl)-N-(2,2'-dichlorobiphenyl-3-yl)-4-fluoropyrrolidine-2-carboxamide